tert-butyl 2-(4-amino-7-methoxy-6-methyl-9H-pyrimido[4,5-b]indol-9-yl)acetate NC1=NC=NC=2N(C3=CC(=C(C=C3C21)C)OC)CC(=O)OC(C)(C)C